3-(N-phenylamino)propyl-methyldimethoxysilane C1(=CC=CC=C1)NCCC[Si](OC)(OC)C